N[C@@H]1[C@@H](OCC12CCN(CC2)C2=CN=C1C(=N2)NN=C1N1CCCC2=C(C=CC=C12)NS(=O)(=O)C)C N-(1-{6-[(3S,4S)-4-amino-3-methyl-2-oxa-8-azaspiro[4.5]decan-8-yl]-1H-pyrazolo[3,4-b]pyrazin-3-yl}-1,2,3,4-tetrahydroquinolin-5-yl)methanesulfonamide